BrC=1C=C2C(OCC=3C=C(C=CC3C3=CC=C(C(NS(C(C1O)=C2)(=O)=O)=C3)OC)C(F)(F)F)=O 13-bromo-14-hydroxy-19-methoxy-16,16-dioxo-5-(trifluoromethyl)-9-oxa-16λ6-thia-17-azatetracyclo[16.3.1.111,15.02,7]tricosa-1(21),2(7),3,5,11,13,15(23),18(22),19-nonaen-10-one